(S)-10-((2-(1-(3-ethoxy-4-methoxyphenyl)-2-(methyl-sulfonyl)-ethyl)-1,3-dioxoisoindolin-4-yl)amino)-10-oxodecanoic acid C(C)OC=1C=C(C=CC1OC)[C@@H](CS(=O)(=O)C)N1C(C2=CC=CC(=C2C1=O)NC(CCCCCCCCC(=O)O)=O)=O